N1NCCC=C2C1=CC=N2 Tetrahydropyrrolodiazepine